N-benzyl-N-(2-hydroxy-3-(diethyl-phosphinoyl)propyl)ammonium C(C1=CC=CC=C1)[NH2+]CC(CP(=O)(CC)CC)O